FC(CN1C(=NC2=C1C=C(C=C2)C=2C=CN1N=C(N=C(C12)OC)NC1CC2(CCN2C(C)=O)C1)C)F 1-((4r,6s)-6-((5-(1-(2,2-difluoroethyl)-2-methyl-1H-benzo[d]imidazol-6-yl)-4-methoxypyrrolo[2,1-f][1,2,4]triazin-2-yl)amino)-1-azaspiro[3.3]heptan-1-yl)ethan-1-one